4-(1-(4-fluoro-3-methylphenyl)-5-hydroxy-2-(tetrahydro-2H-pyran-4-yl)-1H-indol-3-yl)cyclohexane-1-carboxylic acid FC1=C(C=C(C=C1)N1C(=C(C2=CC(=CC=C12)O)C1CCC(CC1)C(=O)O)C1CCOCC1)C